3,3-difluoro-4-(4-nitrophenyl)piperidine-1-carboxylic acid tert-butyl ester C(C)(C)(C)OC(=O)N1CC(C(CC1)C1=CC=C(C=C1)[N+](=O)[O-])(F)F